2-((2S)-2-(1-cyclopropyl-1H-pyrazol-4-yl)-4-morpholinyl)-4-(2,4-difluorophenyl)-7-methylpteridine C1(CC1)N1N=CC(=C1)[C@H]1CN(CCO1)C1=NC2=NC(=CN=C2C(=N1)C1=C(C=C(C=C1)F)F)C